BrC1=CC=C(C(=O)NC2=C(C=CC=C2)C2=CC=CC3=CC=CC=C23)C=C1 4-bromo-N-(2-(naphthalene-1-yl)phenyl)benzamide